C(C)(C)(C)OC(=O)N1[C@@H]2[C@H](CCC1)CN(C2)C2=C1C(=C(NC1=C(C=C2F)C(=O)O)C)C (RS-cis)-4-(1-(tert-butoxycarbonyl)hexahydro-1H-pyrrolo[3,4-b]pyridin-6(2H)-yl)-5-fluoro-2,3-dimethyl-1H-indole-7-carboxylic acid